NC1=NC=CC2=C(C=CC=C12)C=1C=C2C(=NN(C2=CC1)[C@H]1CN(CC1)C(=O)OCC)COC1=C(C=CC=C1)CC(=O)OCC (R)-ethyl 3-(5-(1-aminoisoquinolin-5-yl)-3-((2-(2-ethoxy-2-oxoethyl)phenoxy) methyl)-1H-indazol-1-yl)pyrrolidine-1-carboxylate